Cl.C(C1=CC=CC=C1)SC1=C(C=C(C=C1)NC([C@H](CC1=CC=CC=C1)NC)=O)OC (S)-N-(4-(benzylsulfanyl)-3-methoxyphenyl)-2-(methylamino)-3-phenylpropanamide hydrochloride